2-(3-trimethoxysilylpropyl)-4-(N-tert-butyl)amino-4-oxobutyric acid CO[Si](CCCC(C(=O)O)CC(=O)NC(C)(C)C)(OC)OC